(E)-3-(2-(6-(2-(3-methylbenzylidene)hydrazinyl)-2-morpholino-9H-purin-9-yl)acetyl)benzonitrile CC=1C=C(\C=N\NC2=C3N=CN(C3=NC(=N2)N2CCOCC2)CC(=O)C=2C=C(C#N)C=CC2)C=CC1